N-[4-(3-chloro-1H-1,2,4-triazol-1-yl)-3-sulfamoylphenyl]-2-(2-fluorophenyl)acetamide ClC1=NN(C=N1)C1=C(C=C(C=C1)NC(CC1=C(C=CC=C1)F)=O)S(N)(=O)=O